(+-)-trans-N-[8-(benzhydrylideneamino)-7-cyano-6-(4-methyl-3-pyridyl)-3-isoquinolinyl]-2-cyano-cyclopropanecarboxamide C(C1=CC=CC=C1)(C1=CC=CC=C1)=NC=1C(=C(C=C2C=C(N=CC12)NC(=O)[C@H]1[C@@H](C1)C#N)C=1C=NC=CC1C)C#N |r|